FC=1C=C(C=NC1)C1=CC(=NC(=C1)C([2H])([2H])[2H])/C(/N)=N/O (Z)-5-fluoro-N'-hydroxy-6'-(methyl-d3)-[3,4'-bipyridine]-2'-carboximidamide